(2-methylpropan-2-yl)phosphine CC(C)(C)P